(3S,4R)-N-[2-(3-{[4-(cyclopropanesulfonyl)-2-methoxyphenyl]amino}prop-1-yn-1-yl)-3-[(trifluoromethyl)sulfanyl]imidazo[1,2-a]pyridin-8-yl]-3-fluoro-1-methylpiperidin-4-amine C1(CC1)S(=O)(=O)C1=CC(=C(C=C1)NCC#CC=1N=C2N(C=CC=C2N[C@H]2[C@H](CN(CC2)C)F)C1SC(F)(F)F)OC